COC1C(OCC(O1)COC1=CC=C(C=C1)C=1C=C(C(NC1C(F)(F)F)=O)C(=O)N)C 5-(4-((6-methoxy-5-methyl-1,4-dioxan-2-yl)methoxy)phenyl)-2-oxo-6-(trifluoromethyl)-1,2-dihydropyridine-3-carboxamide